2-methyl-2,3,5,6,7,8-hexahydro-1H-cyclopenta[b]naphthalene-1-one CC1CC=2C(=CC=3CCCCC3C2)C1=O